4-(2-bromoacetyl)-2-fluoro-N-methylbenzamide BrCC(=O)C1=CC(=C(C(=O)NC)C=C1)F